BrC1=CC=C2C(NC=3N(C2=C1)C(SC3C(=O)NC3=CC=CC=C3)=S)=O 8-bromo-5-oxo-N-phenyl-1-thioxo-4,5-dihydro-1H-thiazolo[3,4-a]quinazoline-3-carboxamide